3-methyl-2-[2-[(3R,4S)-4-methoxytetrahydro-furan-3-yl]pyrazolo[3,4-b]pyridin-6-yl]-5-(tri-fluoromethyl)phenol CC=1C(=C(C=C(C1)C(F)(F)F)O)C=1C=CC=2C(N1)=NN(C2)[C@@H]2COC[C@H]2OC